tert-Butyl (2S,4R)-4-methoxy-2-methylpyrrolidine-1-carboxylate CO[C@@H]1C[C@@H](N(C1)C(=O)OC(C)(C)C)C